5-(8-(7-acetyl-3-ethyl-5,6,7,8-tetrahydroimidazo[1,5-a]pyrazin-1-yl)isoquinolin-3-yl)-N-(3-chloro-5-(2-(2,6-dioxopiperidin-3-yl)-1-oxoisoindolin-4-yl)benzyl)picolinamide C(C)(=O)N1CC=2N(CC1)C(=NC2C=2C=CC=C1C=C(N=CC21)C=2C=CC(=NC2)C(=O)NCC2=CC(=CC(=C2)C2=C1CN(C(C1=CC=C2)=O)C2C(NC(CC2)=O)=O)Cl)CC